tert-butyl 4-bromo-2,3-dihydrobenzofuran-7-carboxylate BrC1=CC=C(C2=C1CCO2)C(=O)OC(C)(C)C